ClC=1C(=C(C(=CC1)N1N=NN=C1)C=1C=CC(=NC1)C(CCOC)N1N=CC(=C1)C1=CC=C(C=C1)NC(OC)=O)F methyl (4-(1-(1-(5-(3-chloro-2-fluoro-6-(1H-tetrazol-1-yl)phenyl)pyridin-2-yl)-3-methoxypropyl)-1H-pyrazol-4-yl)phenyl)carbamate